N(C(=O)C)C1=CC=C(C=N1)C=1C=C(C(=O)NCCC(C)C)C=CC1 3-(6-Acetaminopyridin-3-yl)-N-isopentylbenzamide